5-(1-methyl-1H-imidazol-2-yloxy)phenol CN1C(=NC=C1)OC=1C=CC=C(C1)O